BrC=1C=CC(=C(C1)C(=O)C1=CC=C(C=C1)OC)Cl (5-bromo-2-chlorophenyl)(4-methoxyphenyl)methanone